(R)-4-((1-(2-(4,4-dimethylpiperidin-1-yl)-6-methyl-4-oxo-4H-chromen-8-yl)ethyl)amino)-1H-imidazole-5-carboxylic acid CC1(CCN(CC1)C=1OC2=C(C=C(C=C2C(C1)=O)C)[C@@H](C)NC=1N=CNC1C(=O)O)C